FCCOCCOC1=NC=C(C=N1)C=CC1(NC=CC=N1)NC 2-(2-(2-(2-(2-fluoroethoxy)ethoxy)pyrimidin-5-yl)vinyl)-N-methylpyrimidin-2-amine